CN1N=CC=C1C(=O)OCC([C@H](C[C@H]1C(NCC1)=O)NC([C@@H](NC(=O)C=1NC2=CC=CC(=C2C1)OC)CC(C)C)=O)=O (3S)-3-({N-[(4-methoxy-1H-indol-2-yl) carbonyl]-L-leucyl}amino)-2-oxo-4-[(3S)-2-oxopyrrolidin-3-yl]butyl 1-methyl-1H-pyrazole-5-carboxylate